N-(4,4-Dimethyl-pentyl)-2-ethoxy-4-methyl-6-morpholin-4-yl-pyridine-3-carboxylic acid amide CC(CCCNC(=O)C=1C(=NC(=CC1C)N1CCOCC1)OCC)(C)C